CC=1N=C(NC1C=1C(=NN(C1)C1=NC=CC=N1)C(F)(F)F)C(=O)N methyl-5-[1-pyrimidin-2-yl-3-(trifluoromethyl)pyrazol-4-yl]imidazole-2-carboxamide